(S)-2-(3-(1H-pyrazolo[3,4-b]pyridin-5-yl)prop-2-ynylamino)-5-cyano-N-(1-(4-fluorophenyl)ethyl)nicotinamide N1N=CC=2C1=NC=C(C2)C#CCNC2=C(C(=O)N[C@@H](C)C1=CC=C(C=C1)F)C=C(C=N2)C#N